[Ti+4].C(C)C(CO)CCCC 2-ethylhexanol titanium (IV)